4-Fluoro-6-formyl-3-methyl-6,7-dihydro-5H-cyclopenta[c]pyridine-1-carbonitrile FC=1C2=C(C(=NC1C)C#N)CC(C2)C=O